4-[(1R,4R)-5-(2-{7,8-Dimethyl-[1,2,4]triazolo[1,5-a]pyridin-6-yl}-3-(propan-2-yl)-1H-pyrrolo[3,2-b]pyridin-5-yl)-2,5-diazabicyclo[2.2.1]heptan-2-yl]-1λ6-thian-1,1-dion CC1=C(C=2N(C=C1C1=C(C3=NC(=CC=C3N1)N1[C@H]3CN([C@@H](C1)C3)C3CCS(CC3)(=O)=O)C(C)C)N=CN2)C